Decyl-carboxamide C(CCCCCCCCC)C(=O)N